(3S)-N-tert-butyl-3-{[1-cyclopentyl-5-(2,6-dimethoxyphenyl)-1H-pyrazol-3-yl]formamido}-5-(piperidin-1-yl)pentanamide C(C)(C)(C)NC(C[C@H](CCN1CCCCC1)NC(=O)C1=NN(C(=C1)C1=C(C=CC=C1OC)OC)C1CCCC1)=O